tert-butyl (2-(2-hydroxyethoxy)ethyl)carbamate OCCOCCNC(OC(C)(C)C)=O